5-(1-hydroxy-1-methyl-ethyl)thiophene-3-carboxylic acid OC(C)(C)C1=CC(=CS1)C(=O)O